N-(1,1-Difluoro-2-methylpropan-2-yl)-6-fluoro-7-(morpholin-4-yl)-4-oxo-1-(2,4,6-trifluoro-phenyl)-1,4-dihydro-1,8-naphthyridine-3-carboxamide FC(C(C)(C)NC(=O)C1=CN(C2=NC(=C(C=C2C1=O)F)N1CCOCC1)C1=C(C=C(C=C1F)F)F)F